N-(4-(4-amino-7-(tetrahydrofuran-3-yl)imidazo[5,1-f][1,2,4]triazin-5-yl)benzyl)-5-fluoro-2-methoxybenzamide NC1=NC=NN2C1=C(N=C2C2COCC2)C2=CC=C(CNC(C1=C(C=CC(=C1)F)OC)=O)C=C2